(±)-Hydroxycitronellal C[C@H](CCCC(C)(C)O)CC=O |r|